4-((1S,4S)-4-(1-(1H-imidazol-2-yl)ethyl)cyclohexyl)-6-fluoroquinoline N1C(=NC=C1)[C@@H](C)C1CCC(CC1)C1=CC=NC2=CC=C(C=C12)F